[Zn].[Fe] iron-zinc salt